N-((6-Fluoropyridin-3-yl)methyl)-3-((6-(3-methyl-1H-pyrazol-4-yl)-1-oxoisoquinolin-2(1H)-yl)methyl)benzamide FC1=CC=C(C=N1)CNC(C1=CC(=CC=C1)CN1C(C2=CC=C(C=C2C=C1)C=1C(=NNC1)C)=O)=O